(1S,2R,3S,4R)-3-[[tert-butyl(dimethyl)silyl]oxymethyl]-2-prop-1-enyl-4-tetrahydropyran-2-yloxy-2-cyclopentanol [Si](C)(C)(C(C)(C)C)OC[C@@H]1[C@](CC[C@H]1OC1OCCCC1)(O)C=CC